(3,8-diazabicyclo[3.2.1]octan-8-yl)((1S,2R)-2-fluorocyclopropyl)methanone hydrochloride Cl.C12CNCC(CC1)N2C(=O)[C@H]2[C@@H](C2)F